5-(4,4,5,5-tetramethyl-1,3,2-dioxaborolan-2-yl)-2-((1,1,1-trifluoro-3-methylbutan-2-yl)oxy)pyridine CC1(OB(OC1(C)C)C=1C=CC(=NC1)OC(C(F)(F)F)C(C)C)C